(P)-6-(BENZYLTHIO)-1-(5-FLUORO-2-HYDROXY-4-((1S,2S)-2-(TRIFLUOROMETHYL)CYCLOPROPYL)PHENYL)QUINOLIN-2(1H)-ONE C(C1=CC=CC=C1)SC=1C=C2C=CC(N(C2=CC1)C1=C(C=C(C(=C1)F)[C@@H]1[C@H](C1)C(F)(F)F)O)=O